7-heptyl malonate C(CC(=O)[O-])(=O)OCCCCCCC